[Ni].C(C)(C)(C)C1=CC=CC1.C(C)(C)(C)C1=CC=CC1 bis(tert-butylcyclopentadiene) nickel